C(C)OC(=O)C=1C=CNC1C1=C(C=CC=C1)[N+](=O)[O-] 5-(2-nitrophenyl)Azole-4-carboxylic acid ethyl ester